methyl-2-amino-5-(4-((1s,5r)-3-(4,4-difluorocyclohexyl)-3-azabicyclo[3.1.0]hex-1-yl)phenyl)nicotinic acid CC1=NC(=C(C(=O)O)C=C1C1=CC=C(C=C1)[C@]12CN(C[C@@H]2C1)C1CCC(CC1)(F)F)N